tert-butyl 5-(trifluoromethylsulfonyloxy)-2-azabicyclo[2.2.2]oct-5-ene-2-carboxylate FC(S(=O)(=O)OC=1C2CN(C(C1)CC2)C(=O)OC(C)(C)C)(F)F